OPOC1=CC=CC=C1 hydroxyphenoxyphosphine